[N+](=[N-])=C(C(C)=O)P(O)(O)=O (1-Diazo-2-oxopropyl)phosphonic acid